7-(6-cyano-1-(2-isopropyl-4-methylpyridin-3-yl)-7-(2-methoxyphenyl)-2-oxo-1,2-Dihydropyrido[2,3-d]pyrimidin-4-yl)-2,7-diazaspiro[4.4]nonane-2-carboxylate C(#N)C1=CC2=C(N(C(N=C2N2CC3(CCN(C3)C(=O)[O-])CC2)=O)C=2C(=NC=CC2C)C(C)C)N=C1C1=C(C=CC=C1)OC